(R)- or (S)-N-((4-(2-methyl-4-(trifluoromethyl)phenyl)-4,5,6,7-tetrahydropyrazolo[1,5-a]pyrimidin-6-yl)methyl)acrylamide CC1=C(C=CC(=C1)C(F)(F)F)N1C=2N(C[C@@H](C1)CNC(C=C)=O)N=CC2 |o1:15|